C(C1=CC=CC=C1)N(C(OC(C)(C)C)=O)C1=NC(=NN2C1=CC=C2NC(=O)C2CC2)N2C(=CC1=C(C=CC=C21)C#N)C tert-butyl benzyl(2-(4-cyano-2-methyl-1H-indol-1-yl)-7-(cyclopropanecarboxamido)pyrrolo[2,1-f][1,2,4]triazin-4-yl)carbamate